tert-butyl (S)-(2-(4-fluoro-2-(1-(2,2,2-trifluoroacetamido)vinyl)phenoxy)propyl)carbamate FC1=CC(=C(O[C@H](CNC(OC(C)(C)C)=O)C)C=C1)C(=C)NC(C(F)(F)F)=O